P(=O)(OC(C)(C)C)(OC(C)(C)C)OCN1N=C(C(=C1C)C1=CC=C(C=C1)NC([C@@H](NC(=O)C=1N(N=CC1)C)C1CCCCC1)=O)C Ditert-butyl [4-[4-[[(2S)-2-cyclohexyl-2-[(2-methylpyrazole-3-carbonyl)amino]acetyl]amino]phenyl]-3,5-dimethyl-pyrazol-1-yl]methyl phosphate